C12(CC3CC(CC(C1)C3)C2)CC(=O)NCCOCCOC2=C(C=C3C(=NC(=NC3=C2)C)NC(C)C=2SC=C(C2)C2=C(C=CC=C2)CNC)OC 2-((3r,5r,7r)-adamantan-1-yl)-N-(2-(2-((6-methoxy-2-methyl-4-((1-(4-(2-((methylamino)methyl)phenyl)thiophen-2-yl)ethyl)amino)quinazolin-7-yl)oxy)ethoxy)ethyl)-acetamide